P(=O)(OCCNC(CN(C(C1=CN=C(C(=C1)[N+](=O)[O-])SC)=O)CC#C)=O)(OCC[N+](C)(C)C)[O-] 2-(2-(6-(methylthio)-5-nitro-N-(prop-2-yn-1-yl)nicotinamido)acetamido)ethyl (2-(trimethylammonio)ethyl) phosphate